tert-butyl 8-{4-[(3-methyl-4-{[1,2,4]triazolo[1,5-a]pyridin-7-yloxy}phenyl)amino]pyrido[3,2-d]pyrimidin-6-yl}-3,8-diazabicyclo[3.2.1]octane-3-carboxylate CC=1C=C(C=CC1OC1=CC=2N(C=C1)N=CN2)NC=2C1=C(N=CN2)C=CC(=N1)N1C2CN(CC1CC2)C(=O)OC(C)(C)C